5-isopropyl-benzoic acid methyl ester COC(C1=CC=CC(=C1)C(C)C)=O